ClC=1C=CC(=C(C1)C=1C=C(C=2OCCNC2N1)NC1=CC(=NC=C1)NC(CCN1CCOCC1)=O)F N-(4-{[6-(5-chloro-2-fluoro-phenyl)-2H,3H,4H-pyrido-[3,2-b][1,4]oxazin-8-yl]-amino}pyridin-2-yl)-3-(morpholin-4-yl)propan-amide